CN1CCC(CC1)C=1N=C2N(C=CC(=C2)B2OC(C(O2)(C)C)(C)C)C1 2-(1-methylpiperidin-4-yl)-7-(4,4,5,5-tetramethyl-1,3,2-dioxaborolan-2-yl)imidazo[1,2-a]pyridine